CN1C(N(CC=2C1=NC(=NC2)NC2=CC=C(C=C2)N2CCN(CC2)C)[C@@H]2[C@H](CN(CC2)C(C=C)=O)NC(OC(C)(C)C)=O)=O |o1:25,26| tert-butyl rel-(3S,4S)-N-[4-[1-methyl-7-[4-(4-methylpiperazin-1-yl)anilino]-2-oxo-4H-pyrimido[4,5-d]pyrimidin-3-yl]-1-prop-2-enoyl-3-piperidyl]carbamate